3,6-dihydroxy-1-methylanthracene-9,10-dione OC=1C=C(C=2C(C3=CC=C(C=C3C(C2C1)=O)O)=O)C